CC(C(=O)O)=C(CCCCCC)C.C(C(=C)C)(=O)OC(C(C)C)(CCC)C 2,3-dimethyl-3-hexyl methacrylate 2,3-dimethyl-3-hexyl-acrylate